4-(1H-benzo[d]imidazole-2-yl)piperidine-1-formic acid tert-butyl ester C(C)(C)(C)OC(=O)N1CCC(CC1)C1=NC2=C(N1)C=CC=C2